(S)-N-(1-(6,7-difluoro-1-oxo-1,2-dihydroisoquinolin-4-yl)ethyl)-4,6-difluoro-N-methyl-1H-indole-2-carboxamide FC=1C=C2C(=CNC(C2=CC1F)=O)[C@H](C)N(C(=O)C=1NC2=CC(=CC(=C2C1)F)F)C